CC1(OB(OC1(C)C)C=1C=CC(=C(C(=O)OC)C1)C(F)(F)F)C methyl 5-(4,4,5,5-tetramethyl-1,3,2-dioxaborolan-2-yl)-2-(trifluoromethyl)benzoate